FC(C)(C)C1=CC=C(C=N1)C(C)=O 1-(6-(2-fluoropropan-2-yl)pyridin-3-yl)ethan-1-one